FC=1C(=C(C=CC1F)[C@@H]1[C@H](O[C@@H](C1)C(F)(F)F)C(=O)NC1=CC(=NC=C1)C(=O)N)OC 4-((2S,3R,5S)-3-(3,4-difluoro-2-methoxyphenyl)-5-(trifluoromethyl)tetrahydrofuran-2-carboxamido)picolinamide